2,5,6-triethyl-3,4-dimethylphenol C(C)C1=C(C(=C(C(=C1C)C)CC)CC)O